OC(=O)C(F)(F)F.CC=1N=C2N(C=C(C(=N2)C)NC(=O)N2CCC=3C2=NC=CC3N3CC(NCC3)(C)C)C1 N-(2,7-dimethylimidazo[1,2-a]pyrimidin-6-yl)-4-(3,3-dimethylpiperazin-1-yl)-2,3-dihydro-1H-pyrrolo[2,3-b]pyridine-1-carboxamide TFA salt